ClC=1C=C(N=NC1)N=C(C1=CC=CC=C1)C1=CC=CC=C1 N-(5-Chloropyridazin-3-yl)-1,1-diphenylmethanimine